CN1C(N2CCN(CC2C1)C1=C2C=NN(C2=CC(=C1)S(=O)(=O)NC1(CC1)C#N)C=1SC(=NN1)C(F)F)=O 1-[({4-(8-methyl-7-oxo-3,6,8-triazabicyclo[4.3.0]non-3-yl)-1-[5-(difluoromethyl)(1,3,4-thiadiazol-2-yl)]-1H-indazol-6-yl}sulfonyl)amino]cyclopropanecarbonitrile